3-[[1-[(3R,4S)-1-benzyl-3-(2-thienyl)piperidine-4-carbonyl]-4-hydroxy-4-piperidinyl]methyl]pyrido[3,2-d]pyrimidin-4-one C(C1=CC=CC=C1)N1C[C@@H]([C@H](CC1)C(=O)N1CCC(CC1)(O)CN1C=NC2=C(C1=O)N=CC=C2)C=2SC=CC2